BrC=1N=C(N(C1Br)C([2H])([2H])[2H])C(=O)OCC Ethyl 4,5-dibromo-1-(methyl-d3)-1H-imidazole-2-carboxylate